ClC=1C2=C(N=CN1)N(C=C2C2C(C2)C)C=2C=C(C#N)C=CN2 2-(4-chloro-5-(2-methylcyclopropyl)-7H-pyrrolo[2,3-d]pyrimidin-7-yl)isonicotinonitrile